3-(4-nitrophenyl)-2-phenyl-6-nitroquinoxaline [N+](=O)([O-])C1=CC=C(C=C1)C=1C(=NC2=CC=C(C=C2N1)[N+](=O)[O-])C1=CC=CC=C1